FC(C=1C=C(C=CC1)N(C(C)=O)C1=NC=CC(=C1)[N+](=O)[O-])F N-[3-(difluoromethyl)phenyl]-N-(4-nitropyridin-2-yl)acetamide